C1(=CC=CC=C1)N1CN(N(C1)C1=CC=C(C=C1)OC(F)(F)F)C1=CC=C(C=C1)OC(F)(F)F 4-phenyl-1,2-bis(4-trifluoromethoxyphenyl)-1,2,4-triazolidine